N-[[4-(5-amino-4-cyano-1-tetrahydrofuran-3-yl-pyrazol-3-yl)-2,5-difluoro-phenyl]methyl]-2-methoxy-benzamide NC1=C(C(=NN1C1COCC1)C1=CC(=C(C=C1F)CNC(C1=C(C=CC=C1)OC)=O)F)C#N